(R)-6-chloro-3-(methylsulfinyl)-pyridine-2-amine ClC1=CC=C(C(=N1)N)[S@](=O)C